Allyl 3-(methylamino)-4-morpholino-4-oxobutanoate CNC(CC(=O)OCC=C)C(=O)N1CCOCC1